ClC1=C2C(N(C(C2=C(C=C1)CN1CCNCC1)=O)C1C(NC(CC1)=O)=O)=O 4-chloro-2-(2,6-dioxopiperidin-3-yl)-7-(piperazin-1-ylmethyl)isoindoline-1,3-dione